FC(C=1C=C(C=CC1)C1=CN=C2N1N=CC=C2)(F)F 3-[3-(trifluoromethyl)phenyl]imidazo[1,2-b]pyridazine